FC=1C=C(C=CC1F)C=1NC(=C(C1)C(=O)NCCN(C)C)C1=CC=CC=C1 (3,4-difluorophenyl)-N-(2-(dimethylamino)ethyl)-5-phenylAzole-4-carboxamide